tert-butyl (3-((perfluorophenyl)sulfonyl)propyl)carbamate FC1=C(C(=C(C(=C1F)F)F)F)S(=O)(=O)CCCNC(OC(C)(C)C)=O